ClC=1C(=C(C(=O)OCC(CCCC)CC)C(=CC1)Cl)OC 2-ethylhexyl 3,6-dichloro-2-methoxybenzoate